6'-chloro-7-hydroxy-12-methyl-13,15,15-trioxo-spiro[20-oxa-15-thia-1,11,14-triazatetracyclo[14.7.2.03,6.019,24]pentacosa-8,16,18,24-tetraene-22,1'-tetralin]-11-carboxylate ClC=1C=C2CCCC3(C2=CC1)COC1=CC=C2S(NC(C(N(CC=CC(C4CCC4CN(C3)C1=C2)O)C(=O)[O-])C)=O)(=O)=O